1-[4-(3-fluorophenyl)thiazol-2-yl]-3-methyl-1H-pyrazol-5-ol FC=1C=C(C=CC1)C=1N=C(SC1)N1N=C(C=C1O)C